NC1=CC=C(C(=O)C=2NC(NC2)=O)C=C1 4-(4-aminobenzoyl)-1,3-dihydro-2H-imidazol-2-one